C(CCCC(C)C)C=1C(=C(C(=C(C1C(=O)O)C(=O)O)CCCCC(C)C)C(=O)O)CCCCC(C)C tri-i-heptyl-trimellitic acid